CC1=C(C=C2N1CCNC2=O)C 6,7-dimethyl-3,4-dihydro-2H-pyrrolo[1,2-a]pyrazin-1-one